7-Bromochromane-6-carboxylic acid BrC1=C(C=C2CCCOC2=C1)C(=O)O